N1(CCC1)C(=O)C1=CC=C(COC=2C(C=C(OC2)CN2CC3=CC=CC=C3C2)=O)C=C1 5-((4-(azetidine-1-carbonyl)benzyl)oxy)-2-(isoindolin-2-ylmethyl)-4H-pyran-4-one